2-chloro-N-[3-chloro-4-[4-[(2s,4s)-4-hydroxy-4-methyl-pyrrolidine-2-carbonyl]piperazine-1-carbonyl]phenyl]-5-(2,3-difluoro-4-methoxy-phenyl)-imidazole-2-carboxamide ClC1(N=C(C=N1)C1=C(C(=C(C=C1)OC)F)F)C(=O)NC1=CC(=C(C=C1)C(=O)N1CCN(CC1)C(=O)[C@H]1NC[C@@](C1)(C)O)Cl